CC1=NOC(=C1C1=CC(=NC2=CC=C(C=C12)CCCCCC)N(CC(=O)O)C)C 2-{[4-(3,5-dimethyl-1,2-oxazol-4-yl)-6-hexylquinolin-2-yl](methyl)amino}acetic acid